CC1=NC=C(C=C1)O[C@@H]1CC[C@H](CC1)C1=NN=C(N1C1=CC=C(C=C1)C)C Trans-2-methyl-5-[4-[5-methyl-4-(4-methylphenyl)-1,2,4-triazol-3-yl]cyclohexyl]oxy-pyridine